di(methylmercury) sulfate S(=O)(=O)(O)O.C[Hg].C[Hg]